1-morpholino-2-(4-phenyl-3,4-dihydroquinoxaline-1(2H)-yl)ethan-1-one O1CCN(CC1)C(CN1CCN(C2=CC=CC=C12)C1=CC=CC=C1)=O